C(C)(C)(C)OC(=O)N1C2(CC(C2)N2CC3=C(C=C(C=C3CC2)C(=O)OC)F)CCCC1 methyl 2-(5-tert-butoxycarbonyl-5-azaspiro[3.5]nonan-2-yl)-8-fluoro-3,4-dihydro-1H-isoquinoline-6-carboxylate